C=1(C(=CC=CC1O)C(=O)O[N+](=O)[O-])C nitro cresolate